10-phosphonomethyl-1,4,7,10-tetraazacyclododecane-1,4,7-triacetic acid P(=O)(O)(O)CN1CCN(CCN(CCN(CC1)CC(=O)O)CC(=O)O)CC(=O)O